C(C)(C)(C)C1=CC=C(O1)C(=O)O 5-(tert-butyl)furan-2-carboxylic acid